2-amino-3'-fluoro-[1,1'-biphenyl]-4-carbonitrile NC1=C(C=CC(=C1)C#N)C1=CC(=CC=C1)F